NC=1C2=C(N=CN1)N(C(=C2C2=CC=C(C=C2)OCCN2CCCC2)C2=CCC1(CCN(CC1)C(=O)OC(C)(C)C)CC2)C tert-butyl 9-(4-amino-7-methyl-5-(4-(2-(pyrrolidin-1-yl)ethoxy)-phenyl)-7H-pyrrolo[2,3-d]pyrimidin-6-yl)-3-azaspiro[5.5]undec-8-ene-3-carboxylate